3-(2-[4-(3-chlorophenoxy)-3-sulfamoylphenyl]amino-2-oxoethyl)-N,N-dimethylbenzamide ClC=1C=C(OC2=C(C=C(C=C2)NC(CC=2C=C(C(=O)N(C)C)C=CC2)=O)S(N)(=O)=O)C=CC1